C(C)(=O)NCC1=CC=C(C(=O)O)C=C1 4-(acetamidomethyl)benzoic acid